Methyl 5-acetyl-4-hydroxy-2-methylbenzoate C(C)(=O)C=1C(=CC(=C(C(=O)OC)C1)C)O